N-{[(3S,4R) or (3R,4S)-4-methyl-2-[6-methyl-3-(2H-1,2,3-triazol-2-yl)pyridine-2-carbonyl]-2-azabicyclo[3.1.1]heptan-3-yl]methyl}-5-(trifluoromethyl)pyrazin-2-amine C[C@H]1[C@H](N(C2CC1C2)C(=O)C2=NC(=CC=C2N2N=CC=N2)C)CNC2=NC=C(N=C2)C(F)(F)F |o1:1,2|